C1(CC1)C1=C(C=CC=C1)NC(N)=O 3-(2-cyclopropylphenyl)urea